3,4,5-trihydroxytetrahydropyran-6-yl-dihydrogenphosphate-arginine N[C@@H](CCCNC(N)=N)C(=O)O.OC1COC(C(C1O)O)OP(=O)(O)O